O=C1NC(CCC1N1C(CN(CC1)C1CCN(CC1)C(=O)OC(C)(C)C)=O)=O tert-butyl 4-[4-(2,6-dioxo-3-piperidyl)-3-oxo-piperazin-1-yl]piperidine-1-carboxylate